Ethyl 5-((5-bromo-1-methyl-6-oxo-1,6-dihydropyridin-3-yl) oxy)-1H-1,2,3-triazole-4-carboxylate BrC1=CC(=CN(C1=O)C)OC1=C(N=NN1)C(=O)OCC